N-isobutyl-5-(3-methylimidazo[1,2-a]pyrimidin-6-yl)pyrrolo[2,1-f][1,2,4]triazin-2-amine C(C(C)C)NC1=NN2C(C=N1)=C(C=C2)C=2C=NC=1N(C2)C(=CN1)C